SC=1C=C(C)C=CC1S 3,4-dimercaptotoluene